N[C@@H](C(=O)NCC1=CC=CC=C1)C (R)-2-amino-N-benzyl-propionamide